ClC1=C(C=CC=C1OCCCN1CC(CC1)O)C=1C=C(NN2SC3=C(C2)C=CC=C3)C=CC1 N-(3-(2-chloro-3-(3-(3-hydroxypyrrolidin-1-yl)propoxy)phenyl)anilino)benzisothiazole